N-(3-fluoro-1H-indol-5-yl)butanamide FC1=CNC2=CC=C(C=C12)NC(CCC)=O